BrC1=CC=C(N(C2=CC=C(C=C2)C=2C=CC=3N(C4=CC=CC=C4C3C2)C2=CC=CC=C2)C2=CC=CC=C2)C=C1 4-bromo-N-phenyl-N-(4-(9-phenyl-9H-carbazole-3-yl)phenyl)aniline